(S)-4-((1-(4-chloro-8-(hydroxymethyl)-1-oxo-2-phenyl-1,2-dihydroisoquinolin-3-yl)ethyl)amino)pyrido[2,3-d]pyrimidin-5(8H)-one ClC1=C(N(C(C2=C(C=CC=C12)CO)=O)C1=CC=CC=C1)[C@H](C)NC=1C2=C(N=CN1)NC=CC2=O